C(=O)=C1N(C(C2=CC=CC=C12)=C=O)C1CCC(CC1)(C=O)C 4-(1,3-dicarbonyl-isoindolin-2-yl)-1-methylcyclohexane-1-carbaldehyde